5-(5-(2-Chloro-7-ethoxyquinolin-3-yl)-3-(4-iodophenyl)-4,5-dihydro-1H-pyrazol-1-yl)-N-(3-morpholinopropyl)-5-oxopentanamide ClC1=NC2=CC(=CC=C2C=C1C1CC(=NN1C(CCCC(=O)NCCCN1CCOCC1)=O)C1=CC=C(C=C1)I)OCC